2-bromo-6-methyl-pyridine BrC1=NC(=CC=C1)C